ClC1=C(C=CC(=C1)C(F)(F)F)N1CCC(CC1)(C(=O)NCCN(C)C)C=1C=C(C(=NC1)C=1C(=NC=CC1)OCC)F 1-[2-chloro-4-(trifluoromethyl)phenyl]-N-[2-(dimethylamino)ethyl]-4-{2'-ethoxy-3-fluoro-[2,3'-bipyridine]-5-yl}piperidine-4-carboxamide